C(#N)N1C[C@@H](CC1)C1N(CCC1C=1C=NN(C1)C)C(=O)N ((R)-1-cyanopyrrolidin-3-yl)-3-(1-methyl-1H-pyrazol-4-yl)pyrrolidine-1-carboxamide